2-chloro-3-nitro-N-(3-(pyrrolidin-1-ylmethyl)benzyl)-1,8-naphthyridin-4-amine ClC1=NC2=NC=CC=C2C(=C1[N+](=O)[O-])NCC1=CC(=CC=C1)CN1CCCC1